4-((R)-4-isopropyl-2,5-dioxo-imidazolidin-4-yl)benzoic acid C(C)(C)[C@@]1(NC(NC1=O)=O)C1=CC=C(C(=O)O)C=C1